Tris(2-(2,2,2-Trifluoroethoxy)ethyl)phosphate FC(COCCOP(=O)(OCCOCC(F)(F)F)OCCOCC(F)(F)F)(F)F